2-bromo-1-(6-cyclopropylpyridin-3-yl)ethanone BrCC(=O)C=1C=NC(=CC1)C1CC1